COC1(C(N(C2=CC=3C(=NN=C(C3C=C21)C)N[C@H](C)C2=C(C(=CC=C2)C(C(C)(C)O)(F)F)C)C)=O)C 3-methoxy-1,3,5-trimethyl-8-[[(1R)-1-[3-(1,1-difluoro-2-hydroxy-2-methyl-propyl)-2-methyl-phenyl]ethyl]amino]pyrrolo[2,3-g]phthalazin-2-one